C1(CC1)C=1C(=NSC1C(=O)NC1=CC(=NC=C1)C(F)(F)F)C=1C=C2C=NN(C2=CC1)C 4-cyclopropyl-3-(1-methylindazol-5-yl)-N-[2-(trifluoromethyl)pyridin-4-yl]-1,2-thiazole-5-carboxamide